N-lauroyl-L-glycine C(CCCCCCCCCCC)(=O)NCC(=O)O